FC(C=1C=C(C=CC1)NC1=NC(=NC(=N1)NC1=CC(=CC=C1)C(F)(F)F)N1CCC(CC1)C(=O)O)(F)F 1-(4,6-bis((3-(trifluoromethyl)phenyl)amino)-1,3,5-triazin-2-yl)piperidine-4-carboxylic acid